1,3-diallyl-imidazole bromide [Br-].C(C=C)N1CN(C=C1)CC=C